1-N,4-N-dimethylcyclohexane-1,4-diamine CNC1CCC(CC1)NC